4-((2,4-dichloro-5-methoxyphenyl)amino)-7-(3-(4-(4-(2,6-dioxopiperidin-3-yl)benzyl)piperazin-1-yl)propoxy)-6-methoxyquinoline-3-carbonitrile ClC1=C(C=C(C(=C1)Cl)OC)NC1=C(C=NC2=CC(=C(C=C12)OC)OCCCN1CCN(CC1)CC1=CC=C(C=C1)C1C(NC(CC1)=O)=O)C#N